Cl.NCCN1CC(NC(C1)=O)=O 4-(2-aminoethyl)piperazine-2,6-dione hydrochloride